2-(7-(2,2,6,6-tetramethyl-1,2,3,6-tetrahydropyridin-4-yl)imidazo[1,2-a]pyrimidin-2-yl)-5-(thiazol-2-yl)pyridin-3-ol CC1(NC(C=C(C1)C1=NC=2N(C=C1)C=C(N2)C2=NC=C(C=C2O)C=2SC=CN2)(C)C)C